tert-Butyl 4-((2-(tert-butylamino)-5-nitropyrimidin-4-yl)amino)piperidine-1-carboxylate C(C)(C)(C)NC1=NC=C(C(=N1)NC1CCN(CC1)C(=O)OC(C)(C)C)[N+](=O)[O-]